COC(C(C(=O)OC)CC1=CC2=CC=C(C=C2C=C1)C1=C(C=CC=C1)OC1=CC=CC=C1)=O 2-[6-(2-phenoxy-phenyl)-naphthalen-2-ylmethyl]-malonic acid dimethyl ester